O1COC2=C1C=CC(=C2)C(C)N2CCN(CC2)C2=NC=C(C=N2)Br 4-(1-(benzo[d][1,3]dioxol-5-yl)ethyl)piperazin-1-yl-5-bromopyrimidine